ClC1=C(C=O)C=C(C(=C1)Cl)[N+](=O)[O-] 2,4-dichloro-5-nitrobenzaldehyde